(4-(4-acetamidocyclohexylmethyl)piperazin-1-yl)-6-(trifluoromethyl)-8-nitro-benzothiopyran-4-one C(C)(=O)NC1CCC(CC1)CN1CCN(CC1)C=1SC2=C(C(C1)=O)C=C(C=C2[N+](=O)[O-])C(F)(F)F